C[C@@H]1OCC2([C@@H]1N)CCN(CC2)C=2N=C1C(=NC2)N=C(C=C1)SC1=C2C(=NC=C1)N(C=C2)C (3S,4S)-3-methyl-8-(6-((1-methyl-1H-pyrrolo[2,3-b]pyridin-4-yl)thio)pyrido[2,3-b]pyrazin-2-yl)-2-oxa-8-azaspiro[4.5]decan-4-amine